titanium chloride tributoxide [O-]CCCC.[O-]CCCC.[O-]CCCC.[Cl-].[Ti+4]